2-bromo-1-(4-(difluoromethoxy)phenyl)-3-methylbutan-1-one BrC(C(=O)C1=CC=C(C=C1)OC(F)F)C(C)C